4,4,4-Trifluoro-butyric acid 7-[4-(4-benzo[b]thiophen-4-ylpiperazin-1-yl)butoxy]-4,4-dimethyl-2-oxo-3,4-dihydro-2H-quinolin-1-ylmethyl ester S1C2=C(C=C1)C(=CC=C2)N2CCN(CC2)CCCCOC2=CC=C1C(CC(N(C1=C2)COC(CCC(F)(F)F)=O)=O)(C)C